(1S,4S)-4-([[1-(2,6-dioxopiperidin-3-yl)-3-methyl-2-oxo-1,3-benzodiazol-5-yl]amino]methyl)cyclohexane-1-carboxylic acid O=C1NC(CCC1N1C(N(C2=C1C=CC(=C2)NCC2CCC(CC2)C(=O)O)C)=O)=O